5-(bromomethyl)-1,3-difluoro-2-methoxybenzene BrCC=1C=C(C(=C(C1)F)OC)F